succinyldicarboxylate C(CCC(=O)C(=O)[O-])(=O)C(=O)[O-]